ClCC(=O)NC(CC1CCCCC1)CO 2-chloro-N-(1-cyclohexyl-3-hydroxypropan-2-yl)acetamide